C1=CC=CC=2C3=CC=CC=C3N(C12)C=1C=C(C=CC1)C=1C=C2C3=C(N(C2=CC1)C1=CC=CC=C1)N=C(N=C3C3=CC=CC=C3)C3=CC=CC=C3 6-(3-carbazol-9-yl-phenyl)-2,4,9-triphenyl-9H-pyrimido[4,5-b]indole